2-(3-fluoro-4-methoxyphenyl)-9-methyl-7-(1-methyl-1,2,3,6-tetrahydropyridin-4-yl)-4H-pyrido[1,2-a]pyrimidin-4-one FC=1C=C(C=CC1OC)C=1N=C2N(C(C1)=O)C=C(C=C2C)C=2CCN(CC2)C